2-(((1,2,4-oxadiazol-3-yl)methyl)thio)-1-(2-fluoro-4-(5-(trifluoromethyl)-1,2,4-oxadiazol-3-yl)phenyl)ethan-1-one O1N=C(N=C1)CSCC(=O)C1=C(C=C(C=C1)C1=NOC(=N1)C(F)(F)F)F